P(=O)(O[Si](CCC)(CCC)CCC)(O[Si](CCC)(CCC)CCC)O[Si](C)(C)C bis(tripropylsilyl) (trimethylsilyl) phosphate